N-benzyl-3-phenyl-N-(5-(p-tolyl)-1,2,4-oxadiazol-3-yl)propiolamide C(C1=CC=CC=C1)N(C(C#CC1=CC=CC=C1)=O)C1=NOC(=N1)C1=CC=C(C=C1)C